BrC1=C(C=C(C(=O)O)C=C1Cl)F 4-bromo-5-chloro-3-fluorobenzoic acid